FC1=CC=C(C=C1)N(C(=O)[C@H]1N(C(OC1)=O)C1=NC(=CC(=C1)C(F)(F)F)C)CC#CC=1N=NC(=CC1)C(C)(C)O (S)-N-(4-fluorophenyl)-N-(3-(6-(2-hydroxyprop-2-yl)pyridazin-3-yl)prop-2-yn-1-yl)-3-(6-methyl-4-(trifluoromethyl)pyridin-2-yl)-2-oxooxazolidine-4-carboxamide